N(=[N+]=[N-])CCCC1=CC=CC(=N1)N1[C@H]2CN([C@@H](C1)C2)C(=O)OC(C)(C)C tert-butyl (1R,4R)-5-[6-(3-azidopropyl)-2-pyridyl]-2,5-diazabicyclo[2.2.1]heptane-2-carboxylate